O=C1C=C(C=2C(=NC(=CC2)N2C(CCC2)CC(=O)OC)O1)C1=C(C=CC=C1)C methyl 2-(1-(2-oxo-4-(o-tolyl)-2H-pyrano[2,3-b]pyridin-7-yl)pyrrolidin-2-yl)acetate